N-((1-(1-(2,4-difluorophenyl)ethyl)cyclobutyl)methyl)-1-methyl-5-oxo-4,5-dihydro-1H-1,2,4-triazole-3-carboxamide FC1=C(C=CC(=C1)F)C(C)C1(CCC1)CNC(=O)C1=NN(C(N1)=O)C